C(C1=CC=CC=C1)(=O)OCCN1CCN(CC1)S(=O)(=O)C1=C(C=CC=C1F)F [4-(2,6-difluorobenzenesulfonyl)-1-piperazinyl]Ethyl benzoate